CNCCN1C(CC2=CC(=CC=C12)[N+](=O)[O-])=O 1-(2-(methylamino)ethyl)-5-nitroindolin-2-one